C1(C=CC=CC=C1)C#CCN(S(=O)(=O)C1=CC=C(C=C1)C)CC#CC1=CC=C(C=C1)OC N-[1-(Cyclohepta-2,4,6-trienyl)prop-1-yn-3-yl]-N-[1-(4-methoxyphenyl)prop-1-yn-3-yl]-4-methylbenzenesulfonamide